5-Bromo-6-(4-cyclopropylphenoxy)-N-[(2R)-1-hydroxypropan-2-yl]pyridine-3-carboxamide BrC=1C=C(C=NC1OC1=CC=C(C=C1)C1CC1)C(=O)N[C@@H](CO)C